COC1=C(C=CC=C1)P(CCP(C1=CC=CC=C1)C1=C(C=CC=C1)OC)C1=CC=CC=C1 1,2-bis[(2-methoxyphenyl)phenyl-phosphino]Ethane